N'-(4-amino-3-chlorophenylsulfonyl)-N-ethyl-2,3-diazaspiro[4.4]non-3-ene-2-carboximidamide NC1=C(C=C(C=C1)S(=O)(=O)N=C(NCC)N1CC2(C=N1)CCCC2)Cl